COC(CCS(=O)(=O)C1=CC(=CC=C1)N1CN(C2=CC(=CC=C2C1=O)C(F)(F)F)C1=C(C=C(C=C1)F)C)=O 3-((3-(1-(4-fluoro-2-methylphenyl)-4-oxo-7-(trifluoromethyl)-1,4-dihydroquinazolin-3(2H)-yl)phenyl)sulfonyl)propanoic acid methyl ester